N1(CCN(CCN(CCN(CC1)CC(=O)O)CC(=O)O)CC(=O)O)CC(=O)O 1,4,7,10-tetraazacyclododecan-1,4,7,10-tetraacetic acid